N1=C(C=CC=C1)C1=NNC(=N1)N 3-(pyridin-2-yl)-1H-1,2,4-triazol-5-amine